ClC=1C(=NC=CC1)C(=O)NC1[C@@H]2CN(C[C@H]12)C1=NC=C(C=C1)C=1C=2N(C=C(C1)C1=NN(C=C1)C)N=CC2C#N 3-chloro-N-((1R,5S,6s)-3-(5-(3-cyano-6-(1-methyl-1H-pyrazol-3-yl)pyrazolo[1,5-a]pyridin-4-yl)pyridin-2-yl)-3-azabicyclo[3.1.0]hexan-6-yl)picolinamide